(R)-3-(2-(azetidin-1-yl)-6-vinylpyridin-4-yl)-10-methyl-9,10,11,12-tetrahydro-8H-[1,4]diazepino[5',6':4,5]thieno[3,2-f]quinolin-8-one N1(CCC1)C1=NC(=CC(=C1)C1=NC=2C=CC3=C(C2C=C1)C1=C(S3)C(N[C@@H](CN1)C)=O)C=C